C(C)(C)(C)[Si](C1=CC=CC=C1)(C1=CC=CC=C1)O[C@H](C)CCCC=C (R)-tert-butyl-(hept-6-en-2-yloxy)diphenylsilane